NC1=CC(=NN1C1=CC=CC=C1)C(C)(C)C 5-amino-1-phenyl-3-tert-butylpyrazole